CC1=CC(=C(C(=C1)C2=CC(=C(C(=O)O2)C)OC)C3=CC=CC=C3)C The molecule is a member of the class of 2-pyranones that is 2H-pyran-2-one substituted by a methoxy group at position 4, a methyl group at position 3 and a 4,6-dimethylbiphenyl-2-yl group at position 6. It has been isolated from an endophytic fungus, Aspergillus niger. It has a role as an Aspergillus metabolite and an antineoplastic agent. It is a member of 2-pyranones and a ring assembly.